(S)-2-((S)-8-methoxyisochroman-1-yl)pyrrolidine COC=1C=CC=C2CCO[C@@H](C12)[C@H]1NCCC1